C(=O)(O)C=1N=CC=2C(C3=CC=CC=C3C2C1)=O 2-aza-3-carboxy-9-fluorenone